3-Chloro-4-(4-(hydroxymethyl)piperidin-1-yl)benzoic acid ClC=1C=C(C(=O)O)C=CC1N1CCC(CC1)CO